OCCCC1=NC=CC(=C1)N1C2CN(CC1CC2)C(=O)OC(C)(C)C tert-butyl 8-[2-(3-hydroxypropyl) pyridin-4-yl]-3,8-diazabicyclo[3.2.1]octane-3-carboxylate